C1(CC1)C(=O)NC1=CC(=C(N=N1)C(=O)NC([2H])([2H])[2H])NC1=C(C(=CC=C1)C1=NSC=C1)OC 6-cyclopropaneamido-4-{[2-methoxy-3-(1,2-thiazol-3-yl)phenyl]amino}-N-(2H3)methylpyridazine-3-carboxamide